C(CCCCCCC)[SiH](C1=CC=CC=C1)CCCCCl n-octyl-(4-chlorobutyl)phenylsilane